NC1=CC(=NN1C1=C(C=C(C#N)C=C1)Cl)C1=CC=C(C=C1)Cl 4-[5-Amino-3-(4-chlorophenyl)-1H-pyrazol-1-yl]-3-chlorobenzonitrile